FC(C1=CC=C2C(=N1)N=CO2)(F)F 5-(trifluoromethyl)oxazolo[4,5-b]pyridin